1-(2-Isopropoxyphenyl)ethan-1-one tert-butyl-(cyclobutylmethyl)((3R)-1-(6-(1-((5-(dimethylamino)pyridin-3-yl)amino)-1-oxopropan-2-yl)pyridazin-3-yl)piperidin-3-yl)carbamate C(C)(C)(C)OC(N([C@H]1CN(CCC1)C=1N=NC(=CC1)C(C(=O)NC=1C=NC=C(C1)N(C)C)C)CC1CCC1)=O.C(C)(C)OC1=C(C=CC=C1)C(C)=O